C(C)(C)(C)OC(=O)N1C[C@H]([C@@H](CC1)NC=1N=C(C(=NC1Cl)C(=O)OC)C)C Methyl 5-((trans-1-(tert-butoxycarbonyl)-3-methylpiperidin-4-yl) amino)-6-chloro-3-methylpyrazine-2-carboxylate